CC\C=C\C#CC#CC#CC#CC (3E)-3-tridecen-5,7,9,11-tetrayne